1-((2-(3-(Difluoromethyl)azetidin-1-yl)pyridin-4-yl)methyl)-3-(2-(1-(trifluoromethyl)cyclopropyl)ethyl)urea FC(C1CN(C1)C1=NC=CC(=C1)CNC(=O)NCCC1(CC1)C(F)(F)F)F